N[C@@H](CCNC(OC(C)(C)C)=O)C |r| rac-tert-butyl (R)-(3-amino-butyl)carbamate